(2S,2'S)-2,2',2''-{10-[(1S)-4-(3-butoxyphenyl)-1-carboxybutyl]-1,4,7,10-tetraazacyclododecane-1,4,7-triyl}tris(3-hydroxypropionic acid) gadolinium [Gd].C(CCC)OC=1C=C(C=CC1)CCC[C@@H](C(=O)O)N1CCN(CCN(CCN(CC1)[C@H](C(=O)O)CO)[C@H](C(=O)O)CO)C(C(=O)O)CO